bis-(2-hydroxyethyl)terephthalic acid OCCC=1C(=C(C(=O)O)C=CC1C(=O)O)CCO